4-[4-[4-[tert-Butoxycarbonyl-[3-(tert-Butoxycarbonylamino)-propyl]amino]-2-oxo-pyrrolidin-1-yl]phenyl]sulfonylpiperazine-1-carboxylic acid benzyl ester C(C1=CC=CC=C1)OC(=O)N1CCN(CC1)S(=O)(=O)C1=CC=C(C=C1)N1C(CC(C1)N(CCCNC(=O)OC(C)(C)C)C(=O)OC(C)(C)C)=O